(2E,2'E)-2,2'-(3-methylcyclopentane-1,2-diylidene)bis(N-methylhydrazine-1-carbothioamide) CC1\C(\C(\CC1)=N\NC(NC)=S)=N/NC(NC)=S